5-(ethylsulfonylamino)-4'-(trifluoromethyl)-[1,1'-biphenyl]-2-carboxamide C(C)S(=O)(=O)NC1=CC=C(C(=C1)C1=CC=C(C=C1)C(F)(F)F)C(=O)N